1-Benzyl-indoline-6-carboxylic acid methyl ester COC(=O)C1=CC=C2CCN(C2=C1)CC1=CC=CC=C1